COC(CCCN1C=NC=C(C1=O)I)=O.ClC=1C=CC(=C(C1)[C@@H](N1C(C2=CC(=CC=C2C1)C1=CC=C(C=C1)N1CCN(CC1)C)=O)C=1NC2=CC=CC=C2C1)O (R)-2-((5-chloro-2-hydroxyphenyl)(1H-indol-2-yl)methyl)-6-(4-(4-methylpiperazin-1-yl)phenyl)isoindolin-1-one methyl-4-(5-iodo-6-oxopyrimidin-1-yl)butanoate